ClC1=NC=C(C(=N1)C=1C=C2C(=CC(=NC2=C(C1)F)C)[C@@H](C)NC(OC(C)(C)C)=O)Cl |r| (±)-Tert-butyl (1-(6-(2,5-dichloropyrimidin-4-yl)-8-fluoro-2-methylquinolin-4-yl)ethyl)carbamate